8-chloro-N-(3-(piperidin-1-yl)propyl)-N2-(4-(trifluoromethyl)pyridin-2-yl)quinoline-2,4-diamine ClC=1C=CC=C2C(=CC(=NC12)N(C1=NC=CC(=C1)C(F)(F)F)CCCN1CCCCC1)N